2-(5-((4-fluorophenyl)carbamoyl)spiro[2.3]hexan-5-yl)-5-(2-methylpyrimidin-4-yl)-5,6,7,8-tetrahydro-1,5-naphthyridin-1-ium 2,2,2-trifluoroacetate FC(C(=O)[O-])(F)F.FC1=CC=C(C=C1)NC(=O)C1(CC2(CC2)C1)C1=[NH+]C=2CCCN(C2C=C1)C1=NC(=NC=C1)C